[Si](C)(C)(C(C)(C)C)OCC=1C=C(NC2=NC=C(C(=N2)N[C@H]2[C@@H](CCCC2)C#N)C(F)(F)F)C=C(C1B1OCC(CO1)(C)C)Cl (trans)-2-[[2-[3-[[tert-butyl(dimethyl)silyl]oxymethyl]-5-chloro-4-(5,5-dimethyl-1,3,2-dioxaborinan-2-yl)anilino]-5-(trifluoromethyl)pyrimidin-4-yl]amino]cyclohexanecarbonitrile